7-(3-amino-6-(3-((dimethylamino)methyl)-4-((2R,6S)-2,6-dimethylmorpholino)phenyl)-5-fluoropyrazin-2-yl)-2-methylquinazolin-4(3H)-one NC=1C(=NC(=C(N1)F)C1=CC(=C(C=C1)N1C[C@H](O[C@H](C1)C)C)CN(C)C)C1=CC=C2C(NC(=NC2=C1)C)=O